4-((tert-Butoxycarbonyl)amino)cyclohexanecarboxylic acid C(C)(C)(C)OC(=O)NC1CCC(CC1)C(=O)O